3-amino-N-(2-fluoro-4-(1-(4-fluorophenyl)-6-methyl-2-oxo-1,2-dihydropyridin-3-carboxamido)phenyl)-6-(1-methyl-1H-pyrazol-4-yl)pyrazine-2-carboxamide NC=1C(=NC(=CN1)C=1C=NN(C1)C)C(=O)NC1=C(C=C(C=C1)NC(=O)C=1C(N(C(=CC1)C)C1=CC=C(C=C1)F)=O)F